NC1=C(C=C(C=C1)Cl)C1=NC(=NC=C1)NC1=CC=C(C=C1)C(F)(F)F 4-(2-amino-5-chlorophenyl)-N-(4-(trifluoromethyl)phenyl)pyrimidin-2-amine